(racemic)-4-(3-chloro-4-(9-(3,5-dichlorobenzyl)-6-(1-methylcyclopropoxy)-9H-purin-8-yl)phenoxy)-2-methylbutanoic acid ClC=1C=C(OCC[C@H](C(=O)O)C)C=CC1C=1N(C2=NC=NC(=C2N1)OC1(CC1)C)CC1=CC(=CC(=C1)Cl)Cl |r|